biphenyl-4,4'-dicarboxylic acid dimethyl ester COC(=O)C1=CC=C(C=C1)C1=CC=C(C=C1)C(=O)OC